C1(=CC=C(C=C1)NC1=CC=CC=2C(C3=CC=CC=C3C12)(C)C)C1=CC=CC=C1 4-(4-biphenylyl)amino-9,9-dimethylfluoren